1-isopropylamino-3-(2-naphthyloxy)-2-propanol C(C)(C)NCC(COC1=CC2=CC=CC=C2C=C1)O